C(C1=CC=CC=C1)N1CC2C(C1)CNC2C#N 5-benzyloctahydropyrrolo[3,4-c]pyrrole-1-carbonitrile